C(C)N N-ethyl-amine